CC=1N=C2N(N=C(C=C2C)C=2C=C3C=CN(C(C3=C(C2)NC)=O)C2CNCC2)C1 6-(2,8-dimethylimidazo[1,2-b]pyridazin-6-yl)-8-(methylamino)-2-pyrrolidin-3-yl-isoquinolin-1-one